12-hydroxylauric acid, methyl ester OCCCCCCCCCCCC(=O)OC